3-formyl-4-(2-(trifluoromethyl)pyrimidine-5-yl)benzenesulfonamide C(=O)C=1C=C(C=CC1C=1C=NC(=NC1)C(F)(F)F)S(=O)(=O)N